(E)-3-(4-tetrahydropyran-2-yloxyphenyl)prop-2-enoic acid O1C(CCCC1)OC1=CC=C(C=C1)/C=C/C(=O)O